tert-butyl (3R)-3-[({4-[3-(3-chloro-2-methylanilino)-4-oxo-4,5,6,7-tetrahydro-1H-pyrrolo[3,2-c]pyridin-2-yl]pyridin-3-yl}oxy)methyl]morpholine-4-carboxylate ClC=1C(=C(NC2=C(NC3=C2C(NCC3)=O)C3=C(C=NC=C3)OC[C@@H]3N(CCOC3)C(=O)OC(C)(C)C)C=CC1)C